N=S(/C=C/CNC(=O)C=1C(NC=C2CCCCC12)=O)(C1=CC=C(C=C1)OC1=CC=CC=C1)=O N-[(2E)-3-[imino(oxo)(4-phenoxyphenyl)-λ6-sulfanyl]prop-2-en-1-yl]-3-oxo-2,3,5,6,7,8-hexahydroisoquinoline-4-carboxamide